N-[3-carbamimidoyl-4-(difluoromethyl)benzyl]isobutyramide hydrochloride Cl.C(N)(=N)C=1C=C(CNC(C(C)C)=O)C=CC1C(F)F